(S)-7-(3-(2-(2-methyl-5-tosyl-5H-pyrrolo[2,3-b]pyrazin-7-yl)thiazol-4-yl)phenyl)-6,7-dihydro-5H-pyrrolo[1,2-a]imidazol-7-ol CC=1N=C2C(=NC1)N(C=C2C=2SC=C(N2)C=2C=C(C=CC2)[C@]2(CCN1C2=NC=C1)O)S(=O)(=O)C1=CC=C(C)C=C1